2-Amino-4-(4-(3-hydroxycyclobutoxy)phenyl)-6-mercaptopyridine-3,5-dicarbonitrile NC1=NC(=C(C(=C1C#N)C1=CC=C(C=C1)OC1CC(C1)O)C#N)S